C(C1=CC=CC=C1)OC(=O)N1[C@@H](CCC1=O)C(=O)O (S)-1-((benzyloxy)carbonyl)-5-oxopyrrolidine-2-carboxylic acid